n-pentyltriethoxysilane C(CCCC)[Si](OCC)(OCC)OCC